(R)-5-isopropyl-3-isoquinolin-1-yl-4,5-dihydro-isoxazole-5-carboxylic acid C(C)(C)[C@]1(CC(=NO1)C1=NC=CC2=CC=CC=C12)C(=O)O